1-(2-fluoro-4-(5-(trifluoromethyl)-1,2,4-oxadiazol-3-yl)phenyl)-2-((4-(trifluoromethoxy)phenyl)thio)ethan-1-one FC1=C(C=CC(=C1)C1=NOC(=N1)C(F)(F)F)C(CSC1=CC=C(C=C1)OC(F)(F)F)=O